3-[6-[4-[4-[(3R,5R)-5-[(5-bromo-1-methyl-6-oxo-pyridazin-4-yl)amino]-1-methyl-3-piperidyl]benzoyl]piperazin-1-yl]-2-oxo-1,3-benzoxazol-3-yl]piperidine-2,6-dione BrC1=C(C=NN(C1=O)C)N[C@@H]1C[C@@H](CN(C1)C)C1=CC=C(C(=O)N2CCN(CC2)C2=CC3=C(N(C(O3)=O)C3C(NC(CC3)=O)=O)C=C2)C=C1